(S)-2-((((9H-fluoren-9-yl)methoxy)carbonyl)amino)-3-(7-(5-(tert-butoxy)pyrimidin-2-yl)-1-(tert-butoxycarbonyl)-1H-indol-3-yl)propanoic acid C1=CC=CC=2C3=CC=CC=C3C(C12)COC(=O)N[C@H](C(=O)O)CC1=CN(C2=C(C=CC=C12)C1=NC=C(C=N1)OC(C)(C)C)C(=O)OC(C)(C)C